N(N)C1=NC(=CC(=N1)C#N)NC1=CC=C(C=C1)Cl 2-hydrazino-6-[(4-chlorophenyl)amino]pyrimidine-4-carbonitrile